ClC1=CC(=C(C=2OC3(CCC(CC3)CN(C)C)OC21)C)C(=O)O rel-(2s,4's)-4-chloro-4'-[(dimethylamino)methyl]-7-methylspiro[1,3-benzodioxole-2,1'-cyclohexane]-6-carboxylic acid